FC1=C(C(=O)O[C@H]2[C@@H](OC3=CC(=CC(=C3C2)O)O)C2=CC(=C(C(=C2)O)O)O)C=C(C(=C1OC)O)O (2S,3R)-5,7-dihydroxy-2-(3,4,5-trihydroxyphenyl)chroman-3-yl 2-fluoro-4,5-dihydroxy-3-methoxybenzoate